(S)-4-(6-(3-((2-((S)-3-carboxybutanoyl)-4-chloro-6-methoxyisoindolin-5-yl)oxy)propoxy)-4-chloro-5-methoxyisoindolin-2-yl)-2-methyl-4-oxobutanoic acid C(=O)(O)[C@H](CC(=O)N1CC2=CC(=C(C(=C2C1)Cl)OCCCOC1=C(C(=C2CN(CC2=C1)C(C[C@@H](C(=O)O)C)=O)Cl)OC)OC)C